N-([4-[4-[[2-(4-chlorophenyl)-4,4-dimethylcyclohexen-1-yl]methyl]piperazin-1-yl]phenyl]sulfonyl)-2-(6-methylpyridin-3-yl)acetamide ClC1=CC=C(C=C1)C1=C(CCC(C1)(C)C)CN1CCN(CC1)C1=CC=C(C=C1)S(=O)(=O)NC(CC=1C=NC(=CC1)C)=O